CC(=CC)CC 3-methyl-pentane-2-ene